NCCCC(=O)NC1=CC(=C(C=C1)CCO)C#CCN 4-amino-N-(3-(3-aminoprop-1-yn-1-yl)-4-(2-hydroxyethyl)phenyl)butanamide